1-[2-(1-acetyl-3-methoxyazetidin-3-yl)acetyl]-4-fluoro-N-{phenyl-[4-(prop-2-yl)phenyl]methyl}pyrrolidine-2-carboxamide C(C)(=O)N1CC(C1)(OC)CC(=O)N1C(CC(C1)F)C(=O)NC(C1=CC=C(C=C1)C(C)C)C1=CC=CC=C1